Cl.Cl.COCCN1N=CC(=C1)C=1C=C2C(=NC=NN2C1)C1=CC(=C(C=C1)CN)C (4-(6-(1-(2-methoxyethyl)-1H-pyrazol-4-yl)pyrrolo[2,1-f][1,2,4]triazin-4-yl)-2-methylphenyl)methanamine hydrochloride HCl